C(C)(C)(C)NS(=O)(=O)C1=CC=C(C=C1)C1(C(N(C2=CC=CC=C12)C1=CC=CC2=CC(=CC=C12)Cl)=O)O N-tert-butyl-4-[1-(6-chloro-1-naphthyl)-3-hydroxy-2-oxo-indolin-3-yl]benzenesulfonamide